NC=1N=C(C=C2C=C(N=CC12)NC(=O)C1C(C1)(C)CO)C=1C=NC=CC1C N-[8-amino-6-(4-methylpyridin-3-yl)-2,7-naphthyridin-3-yl]-2-(hydroxymethyl)-2-methylcyclopropane-1-carboxamide